(E)-N-(4-(3-chloro-4-fluorophenyl)-4H-pyrido[2,3,4-de]quinazolin-7-yl)-4-(pyrrolidin-1-yl)but-2-enamide ClC=1C=C(C=CC1F)N1C=CC=2C=3C1=NC=NC3C=CC2NC(\C=C\CN2CCCC2)=O